N-(2-{3-[(4-carbamoyl-2-methoxyphenyl)amino]prop-1-yn-1-yl}-1-(2,2,2-trifluoroethyl)-1H-indol-4-yl)-4-methylpiperazine-1-carboxamide C(N)(=O)C1=CC(=C(C=C1)NCC#CC=1N(C2=CC=CC(=C2C1)NC(=O)N1CCN(CC1)C)CC(F)(F)F)OC